C(N)(=O)C1=C(C(=CC(=C1)Cl)C)NC(=O)C=1N(N=C(C1)CN1N=C2C(=N1)C=CC(=C2)Cl)C2=NC=CC=C2Cl N-(2-carbamoyl-4-chloro-6-methyl-phenyl)-5-[(5-chlorobenzotriazol-2-yl)methyl]-2-(3-chloro-2-pyridyl)pyrazole-3-carboxamide